ClC1=CC(=C(C=C1)COC=1N=C(SC1)C=1CCNCC1)F 4-[(4-chloro-2-fluoro-phenyl)methoxy]-2-(1,2,3,6-tetrahydropyridin-4-yl)thiazole